(Z)-1-([1,2,4]Triazolo[1,5-a]pyridin-7-yl)-3-(dimethylamino)prop-2-en-1-one N=1C=NN2C1C=C(C=C2)C(\C=C/N(C)C)=O